C(C=C)(=O)N1CC(C1)N1C[C@H]2N(C3=C(OC2)C=C(C=C3)C=3C=2N(C=C(C3)Br)N=CC2C#N)CC1 (R)-4-(3-(1-acryloylazetidin-3-yl)-1,2,3,4,4a,5-hexahydrobenzo[b]pyrazino[1,2-d][1,4]oxazin-8-yl)-6-bromopyrazolo[1,5-a]pyridine-3-carbonitrile